FC1=C(C=C(C(=C1I)F)C)C 2,4-difluoro-3-iodo-1,5-dimethylbenzene